2-amino-N-{(3S,4R)-4-[(4-bromophenyl)methoxy]oxolan-3-yl}-5-(1,5-dimethyl-1H-pyrazol-4-yl)pyridine-3-carboxamide NC1=NC=C(C=C1C(=O)N[C@H]1COC[C@@H]1OCC1=CC=C(C=C1)Br)C=1C=NN(C1C)C